C(C)(=O)NC1=CC=C(C=C1)C=1N=NN(C1)CC(=O)N[C@H](C(=O)N(C)C1=CC=C(C=C1)OC)CC1=CC=CC=C1 (S)-2-(2-(4-(4-acetylaminophenyl)-1H-1,2,3-triazol-1-yl)acetylamino)-N-(4-methoxyphenyl)-N-methyl-3-phenylpropionamide